C(C)C=1C(=CC2=C(N(C(N2)=O)[C@H]2CN(CCC2)C2COCCC2)C1)C=1C=C(C=2N(C1)N=CN2)OC 6-Ethyl-5-(8-methoxy-[1,2,4]triazolo[1,5-a]pyridin-6-yl)-1-((3R)-1-(tetrahydro-2H-pyran-3-yl)piperidin-3-yl)-1,3-dihydro-2H-benzo[d]imidazol-2-on